C(#N)C1=C(C=C(C=C1)NC([C@@](CN1N=C(N=C1)C(F)(F)F)(C)O)=O)C(F)(F)F (S)-N-(4-Cyano-3-(trifluoromethyl)phenyl)-2-hydroxy-2-methyl-3-(3-(trifluoromethyl)-1H-1,2,4-triazol-1-yl)propanamide